OC(CNC(=O)C=1C(=C(C(=CC1I)I)C(=O)NCC(CO)O)I)CO bis(2,3-dihydroxypropyl)-2,4,6-triiodobenzene-1,3-dicarboxamide